4-(4-(6,6-difluoro-3-methyl-1,4-oxazepan-4-yl)-8-fluoro-2-(((2R,7aS)-2-fluorotetra-hydro-1H-pyrrolizin-7a(5H)-yl)methoxy)pyrido[4,3-d]pyrimidin-7-yl)-5-ethynyl-6-fluoronaphthalen-2-ol FC1(CN(C(COC1)C)C=1C2=C(N=C(N1)OC[C@]13CCCN3C[C@@H](C1)F)C(=C(N=C2)C2=CC(=CC1=CC=C(C(=C21)C#C)F)O)F)F